tert-butyl ((R)-1-((2S,5S)-5-(((tert-butyldiphenylsilyl)oxy)methyl)-2-isopropyl-1-methyl-3-oxo-1,2,3,4,5,6-hexahydrobenzo[e][1,4]diazocin-9-yl)pyrrolidin-3-yl)(methyl)carbamate [Si](C1=CC=CC=C1)(C1=CC=CC=C1)(C(C)(C)C)OC[C@@H]1CC2=C(N([C@H](C(N1)=O)C(C)C)C)C=C(C=C2)N2C[C@@H](CC2)N(C(OC(C)(C)C)=O)C